C(C1=CC=CC=C1)N1C2=C(OCC1=O)C=C(C=C2)NC(=O)NC2=CNC1=CC=CC=C21 1-(4-benzyl-3-oxo-3,4-dihydro-2H-benzo[b][1,4]oxazin-7-yl)-3-(1H-indol-3-yl)urea